C(C)OC(=O)C=1N=C(N(C(C1OCC)=O)C)C=O.C(CCC)N1C(=[N+](C=C1)C)C 1-butyl-2,3-dimethyl-imidazolium ethyl-5-ethoxy-2-formyl-1-methyl-6-oxo-1,6-dihydropyrimidine-4-carboxylate